C(C)(C)(C)OC(=O)N1CCC(CC1)CN1CC=2N(CCC1)N=C(C2)C(=O)O 5-((1-(tert-butoxycarbonyl)piperidin-4-yl)methyl)-5,6,7,8-tetrahydro-4H-pyrazolo[1,5-a][1,4]diazepine-2-carboxylic acid